(1S,3aR,6aS)-tert-butyl 1-(((S)-1-methoxy-1-oxo-3-((S)-2-oxopyrrolidin-3-yl)propan-2-yl)carbamoyl)hexahydrocyclopenta[c]pyrrole-2(1H)-carboxylate COC([C@H](C[C@H]1C(NCC1)=O)NC(=O)[C@H]1N(C[C@H]2[C@@H]1CCC2)C(=O)OC(C)(C)C)=O